6-(3-methoxyphenyl)-5,7-dimethyl-2-(4-morpholinophenyl)-2,6-dihydro-1H-pyrrolo[3,4-d]pyridazin-1-one COC=1C=C(C=CC1)N1C(=C2C(N(N=CC2=C1C)C1=CC=C(C=C1)N1CCOCC1)=O)C